1-(tert-butyl)-5-((6-((1-methylpiperidin-4-yl)oxy)pyrazin-2-yl)amino)-1,2-dihydro-3H-pyrazol-3-one C(C)(C)(C)N1NC(C=C1NC1=NC(=CN=C1)OC1CCN(CC1)C)=O